O=C1OC(CC1C1CC2C(CC1)C(=O)OC2=O)=O 4-(2,5-dioxotetrahydro-3-furanyl)-cyclohexane-1,2-dicarboxylic anhydride